(S)-8-(2-amino-6-((R)-1-(4'-((E)-2-carboxyvinyl)-4-(3-methyl-1H-pyrazol-1-yl)-[1,1'-biphenyl]-3-yl)-2,2,2-trifluoroethoxy)pyrimidin-4-yl)-2,8-diazaspiro[4.5]decane-3-carboxylic acid NC1=NC(=CC(=N1)N1CCC2(C[C@H](NC2)C(=O)O)CC1)O[C@@H](C(F)(F)F)C=1C=C(C=CC1N1N=C(C=C1)C)C1=CC=C(C=C1)\C=C\C(=O)O